ClC1=CC(=C(C=C1)NC(=O)C1=CC(=NC=C1)C(F)(F)F)C(N[C@@H](CCC(C)(F)F)C(C(=O)NC)=O)=O N-[4-chloro-2-[[(1S)-4,4-difluoro-1-[2-(methylamino)-2-oxo-acetyl]pentyl]carbamoyl]phenyl]-2-(trifluoromethyl)pyridine-4-carboxamide